(R)-N-(5-fluoroquinolin-6-yl)-5-((1-methoxypropan-2-yl)oxy)-7-(1-methyl-1H-pyrazol-4-yl)quinazolin-4-amine FC1=C2C=CC=NC2=CC=C1NC1=NC=NC2=CC(=CC(=C12)O[C@@H](COC)C)C=1C=NN(C1)C